COC1=CC=C(C=N1)C1=C(C=CC=C1)C(=O)N1C[C@@H](CC[C@H]1C)OC1=NC=CC(=C1C)C#N 2-{[(3R,6R)-1-{[2-(6-methoxypyridin-3-yl)phenyl]carbonyl}-6-methylpiperidin-3-yl]oxy}-3-methylpyridine-4-carbonitrile